(rac)-methyl 2-{3-[1-(1,3-dioxo-1,3-dihydro-2H-isoindol-2-yl) ethyl] pyrazin-2-yl}-1,3-thiazole-5-carboxylate O=C1N(C(C2=CC=CC=C12)=O)[C@H](C)C=1C(=NC=CN1)C=1SC(=CN1)C(=O)OC |r|